OC(C)C=1C(=NC(=CC1)N1C=NC2=C1C=CC(=C2)OC=2N=NC(=CC2)C)N2N=C(C=C2C)C#N 1-[3-(1-hydroxyethyl)-6-[5-(6-methylpyridazin-3-yl)oxybenzimidazol-1-yl]-2-pyridyl]-5-methyl-pyrazole-3-carbonitrile